N-(1-(4,4-difluorocyclohexyl)-2-oxo-1,2-dihydropyridin-3-yl)-4-(N-(2-hydroxyethyl)sulfamoyl)-2-(6-azaspiro[2.5]octan-6-yl)benzamide FC1(CCC(CC1)N1C(C(=CC=C1)NC(C1=C(C=C(C=C1)S(NCCO)(=O)=O)N1CCC2(CC2)CC1)=O)=O)F